tert-butyl [2-(pyridin-2-yloxy)ethyl]carbamate N1=C(C=CC=C1)OCCNC(OC(C)(C)C)=O